C(C)(C)(C)C=1SC2=C(N1)C(CC1(CCN(CC1)C(=O)C1=CC(=C3C=CC(=NC3=C1)NC)C)C2)=O 2-(tert-butyl)-1'-(5-methyl-2-(methylamino)quinoline-7-carbonyl)-5H-spiro[benzo[d]thiazole-6,4'-piperidin]-4(7H)-one